Cl.CN1CC(CC1)CC(=O)O 2-(1-methylpyrrolidin-3-yl)acetic acid hydrochloride